(4aR,8aS)-6-(4-((R or S)-(4-Fluorophenyl)(3-methoxyphenyl)methyl)piperidine-1-carbonyl)hexahydro-2H-pyrido[4,3-b][1,4]oxazin-3(4H)-one FC1=CC=C(C=C1)[C@@H](C1CCN(CC1)C(=O)N1C[C@@H]2[C@@H](OCC(N2)=O)CC1)C1=CC(=CC=C1)OC |o1:7|